3,4,5-trichloropyridazine ClC=1N=NC=C(C1Cl)Cl